BrC1=CC=C(C=C1)C1=C(CNCC1)NC(OCC)=O ethyl (4-(4-bromophenyl)-1,2,5,6-tetrahydropyridin-3-yl)carbamate